tert-Butyl (4-(2-chloro-5-nitrobenzamido)-3-methylphenyl)carbamate ClC1=C(C(=O)NC2=C(C=C(C=C2)NC(OC(C)(C)C)=O)C)C=C(C=C1)[N+](=O)[O-]